OC1=CC=C(C=C1)C1=NC(SS1)=O 5-(4-hydroxyphenyl)-3H-1,2,4-dithiazole-3-one